3-(4-(benzyloxy)phenoxy)-2-(4-chlorophenyl)-6-methoxybenzo[b]thiophene C(C1=CC=CC=C1)OC1=CC=C(OC=2C3=C(SC2C2=CC=C(C=C2)Cl)C=C(C=C3)OC)C=C1